C(C)S(=O)(=O)NC1CCN(CC1)N1C=NC=2C1=C1C(=NC2)N(C=C1)S(=O)(=O)C1=CC=C(C)C=C1 1-(4-(ethylsulfonamido)piperidin-1-yl)-6-p-toluenesulfonyl-1,6-dihydroimidazo[4,5-d]pyrrolo[2,3-b]pyridine